(S)-2-((2',6-bis(difluoromethyl)-[2,4'-bipyridin]-5-yl)oxy)-2-phenylacetic acid FC(C1=NC=CC(=C1)C1=NC(=C(C=C1)O[C@H](C(=O)O)C1=CC=CC=C1)C(F)F)F